2-(4-(2-hydroxyethyl)piperazin-1-yl)ethanesulfonic acid OCCN1CCN(CC1)CCS(=O)(=O)O